N(=[N+]=[N-])CC=1N=C2N(C(=CC=C2)OC)C1 (azidomethyl)-5-methoxyimidazo[1,2-a]pyridine